N-(trans-4-morpholinocyclohexyl)-6-(1-(piperidin-4-yl)-1H-pyrazol-4-yl)-9H-pyrimido[4,5-b]indol-4-amine O1CCN(CC1)[C@@H]1CC[C@H](CC1)NC1=NC=NC=2NC3=CC=C(C=C3C21)C=2C=NN(C2)C2CCNCC2